C(#N)C=1CC(N2C=CC=CC12)C1=CC=C(C=C1)[N+](=O)[O-] 1-cyano-3-(4-nitrophenyl)-2,3-dihydroindolizine